C(C1=CC=CC=C1)[C@@H](C(=O)O)CC (S)-2-benzylbutanoic acid